1-(4-((4-amino-2-butyl-7-isopropoxy-1H-imidazo[4,5-d]pyridazin-1-yl)methyl)benzyl)-3-ethylurea NC1=C2C(=C(N=N1)OC(C)C)N(C(=N2)CCCC)CC2=CC=C(CNC(=O)NCC)C=C2